1-(1-(3-(difluoromethyl)-2-(6-methylpyridin-3-yl)quinolin-5-yl)-3-(tetrahydro-2H-pyran-4-yl)-5,6-dihydroimidazo[1,5-a]pyrazin-7(8H)-yl)ethan-1-one FC(C=1C(=NC2=CC=CC(=C2C1)C=1N=C(N2C1CN(CC2)C(C)=O)C2CCOCC2)C=2C=NC(=CC2)C)F